heptAN CCCCCCC